4-((2-chloro-5-nitropyrimidin-4-yl)amino)tetrahydro-2H-pyran-4-carbonitrile ClC1=NC=C(C(=N1)NC1(CCOCC1)C#N)[N+](=O)[O-]